sodium cetylstearyl glutamate N[C@@H](CCC(=O)[O-])C(=O)OCCCCCCCCCCCCCCCCCCCCCCCCCCCCCCCCCC.[Na+]